NC(CNC(=O)C1CC(C1)CC1=C(NC2=C(C=C(C=C12)F)F)C1=CC=C(C=C1)F)=O N-(2-amino-2-oxoethyl)-3-((5,7-difluoro-2-(4-fluorophenyl)-1H-indol-3-yl)-methyl)cyclobutane-1-carboxamide